The molecule is an imidazoline that is 2-amino 4,5-dihydro-1H-imidazoline in which one of the exocyclic amino hydrogens has been replaced by a 4-amino-2,6-dichlorophenyl group. It has a role as an alpha-adrenergic agonist, an antiglaucoma drug, an ophthalmology drug, a beta-adrenergic agonist and a diagnostic agent. It is a member of imidazolines, a dichlorobenzene and a member of guanidines. It is a conjugate base of an apraclonidine(1+). C1CN=C(N1)NC2=C(C=C(C=C2Cl)N)Cl